O1CCC(=CC1)C=1OC(=CC1C(=O)O)C1=CC=2N(C=C1)N=CC2C=2C(=NN(C2C)CC(F)(F)F)C 2-(3,6-dihydro-2H-pyran-4-yl)-5-[3-[3,5-dimethyl-1-(2,2,2-trifluoroethyl)pyrazol-4-yl]pyrazolo[1,5-a]pyridin-5-yl]furan-3-carboxylic acid